N[C@@H](C[C@H](C(=O)OC)C[C@@H](C(=O)OC)NC(=O)OCC1=CC=CC=C1)C dimethyl (2S,4S)-2-((R)-2-aminopropyl)-4-(((benzyloxy)carbonyl)amino)pentanedioate